ClC=1C=CC=C2C=CC(=NC12)NC1=C(C=C(C=C1C)OC(F)(F)F)C1CC1 8-chloro-N-(2-cyclopropyl-6-methyl-4-(trifluoromethoxy)phenyl)quinolin-2-amine